N-(4-((4-methylphenyl)thio)octyl)-4-methylbenzenesulfonamide CC1=CC=C(C=C1)SC(CCCNS(=O)(=O)C1=CC=C(C=C1)C)CCCC